FC(OC1=C(C=C2C(=CC=NC2=C1)OC1=C(C=C(N)C=C1F)F)OC)F 4-{[7-(difluoromethoxy)-6-methoxyquinolin-4-yl]oxy}-3,5-difluoroaniline